C(C)(C)OC1=CC(=C(C=C1)N1C(NC2=C(SC=3N=CC=C1C32)C(=O)N[C@@H]3C[C@@H](CC3)NC(CNC)=O)=O)C 5-(4-Isopropoxy-2-methylphenyl)-N-((1S,3R)-3-(2-(methylamino)acetamido)cyclopentyl)-4-oxo-4,5-dihydro-3H-1-thia-3,5,8-triazaacenaphthylene-2-carboxamide